The molecule is the conjugate base of sphingosine 1-phosphate having an anionic phosphate group and a protonated amino group; major species at pH 7.3. It has a role as a human metabolite. It is a conjugate base of a sphingosine 1-phosphate. CCCCCCCCCCCCC/C=C/[C@H]([C@H](COP(=O)([O-])[O-])[NH3+])O